2-(3'-(3-(2-oxa-6-azaspiro[3.4]oct-6-yl)propoxy)-2,2'-dimethyl-[1,1'-biphenyl]-3-yl)-6,7-dihydrothiazolo[4,5-c]pyridine-5(4H)-carboxylic acid tert-butyl ester C(C)(C)(C)OC(=O)N1CC2=C(CC1)SC(=N2)C=2C(=C(C=CC2)C2=C(C(=CC=C2)OCCCN2CC1(COC1)CC2)C)C